FC1=C(C(=CC=C1)F)C(C)OC=1C=C(NC1C(NC)=O)C(=O)O 4-(1-(2,6-difluorophenyl)ethoxy)-5-(methylcarbamoyl)-1H-pyrrole-2-carboxylic acid